C(C)NCCCCC=C N-ethyl-5-hexen-1-amine